(4-amino-5-(5-cyanopyrimidin-2-yl)-7-methyl-7H-pyrrolo[2,3-d]pyrimidin-6-yl)-3-azaspiro[5.5]undec-8-ene-3-carboxylic acid tert-butyl ester C(C)(C)(C)OC(=O)N1CC(C2(CC1)CC=CCC2)C2=C(C1=C(N=CN=C1N)N2C)C2=NC=C(C=N2)C#N